dibromomaleic anhydride Br/C/1=C(/C(=O)OC1=O)\Br